3-((N-benzyl-N-benzenesulfonylamino)ethynyl)-2-(1H-pyrrol-1-yl)benzoic acid methyl ester COC(C1=C(C(=CC=C1)C#CN(S(=O)(=O)C1=CC=CC=C1)CC1=CC=CC=C1)N1C=CC=C1)=O